(2S,4R)-4-(2-((4-benzylphenyl)amino)-2-oxoethyl)-1-(2-methylbenzofuro[3,2-d]pyrimidin-4-yl)pyrrolidine-2-carboxylic acid C(C1=CC=CC=C1)C1=CC=C(C=C1)NC(C[C@H]1C[C@H](N(C1)C=1C2=C(N=C(N1)C)C1=C(O2)C=CC=C1)C(=O)O)=O